[RuH2].C1(=CC=CC=C1)P(C1=CC=CC=C1)C1=CC=CC=C1.C1(=CC=CC=C1)P(C1=CC=CC=C1)C1=CC=CC=C1.C1(=CC=CC=C1)P(C1=CC=CC=C1)C1=CC=CC=C1 tris(triphenylphosphine) ruthenium (II) hydride